(6S,6Ar,9R,10aR)-9-(hydroxymethyl)-6-methyl-3-(2-methyloctan-2-yl)-6-propyl-6a,7,8,9,10,10a-hexahydrobenzo[c]chromen-1-ol OC[C@H]1C[C@@H]2[C@H]([C@@](OC=3C=C(C=C(C23)O)C(C)(CCCCCC)C)(CCC)C)CC1